CC(CC(CCCCCCC)=O)=O 2,4-Undecandion